O1CCN(C2=C1C=CC=C2)N2CC=C(C1=CC=C(C(=C21)C2=C(C(=CC(=C2)F)F)F)F)N2CC(C2)OC N-(2,3-dihydro-1,4-benzoxazin-4-yl)-7-fluoro-4-(3-methoxyazetidin-1-yl)-8-(2,3,5-trifluorophenyl)quinoline